Methyl 4-cyano-1-ethyl-1H-imidazole-5-carboxylate C(#N)C=1N=CN(C1C(=O)OC)CC